2-(2,6-dioxopiperidin-3-yl)-5-((4-(6-isopropylthieno[2,3-d]pyrimidin-4-yl)-3,6-dihydropyridine-1(2H)-yl)methyl)isoindoline-1,3-dione O=C1NC(CCC1N1C(C2=CC=C(C=C2C1=O)CN1CCC(=CC1)C=1C2=C(N=CN1)SC(=C2)C(C)C)=O)=O